4-[2-(3-iodophenoxy)ethyl]piperazine-1-carboxylic acid IC=1C=C(OCCN2CCN(CC2)C(=O)O)C=CC1